(2R,3S,4S)-4-hydroxy-2-[(4-methoxyphenyl)methyl]pyrrolidin-3-yl N-(2-{2,6-diazaspiro[3.3]heptan-2-yl}ethyl)carbamate C1N(CC12CNC2)CCNC(O[C@H]2[C@H](NC[C@@H]2O)CC2=CC=C(C=C2)OC)=O